7-[5-chloro-1-(oxazolidin-2-yl)-6-oxo-1,6-dihydropyridazin-4-yl]-4-[[4-fluoro-2-(trifluoromethyl)phenyl](methyl)amino]-1-methyl-1,2,5,6,7,8-hexahydro-1,7-naphthyridin-2-one ClC1=C(C=NN(C1=O)C1OCCN1)N1CCC=2C(=CC(N(C2C1)C)=O)N(C)C1=C(C=C(C=C1)F)C(F)(F)F